dipyridine palladium dichloride [Pd](Cl)Cl.N1=CC=CC=C1.N1=CC=CC=C1